2,4,6,8-tetra(furan-2-ylmethyl)-2,4,6,8-tetraazaadamantane-9,10-dione O1C(=CC=C1)CN1C2N(C3N(C(N(C1C3=O)CC=3OC=CC3)C2=O)CC=2OC=CC2)CC=2OC=CC2